[Ar].[Kr].[Xe] xenon krypton argon